C(OC1=CC=NC2=CC=CC=C12)(OCCSSC1=NC=CC=C1)=O quinolin-4-yl (2-(pyridin-2-yldisulfanyl) ethyl) carbonate